CC=1NC(C(=C2CCCCC12)CNC(C1=CC(=CC=C1)C(F)(F)F)=O)=O N-((1-methyl-3-oxo-2,3,5,6,7,8-hexahydroisoquinolin-4-yl)methyl)-3-(trifluoromethyl)benzamide